C(N1N=CC(=C1)B1OC(C(O1)(C)C)C)([2H])([2H])[2H] 1-(methyl-d3)-4-(4,4,5-trimethyl-1,3,2-dioxaborolan-2-yl)-1H-pyrazole